Cl[Si]([SiH3])(N(CC)CC)N(CC)CC 1-chloro-1,1-bis(diethylamino)disilane